Cl.FC1([C@@H](CNC1)NS(=O)(=O)CC)F N-[(3R)-4,4-difluoropyrrolidin-3-yl]ethanesulfonamide hydrochloride